[Br-].[Br-].[Br-].[Br-].N1=CC=CC2=CC=CN=C12 naphthyridin tetrabromide